N6-hydroxyadenosine ONC=1C=2N=CN([C@H]3[C@H](O)[C@H](O)[C@@H](CO)O3)C2N=CN1